N-[3-[(1R)-1-[[6-(1-imino-1-oxo-thian-4-yl)-7-methoxy-2-methyl-quinazolin-4-yl]amino]ethyl]-5-(trifluoromethyl)phenyl]acetamide N=S1(CCC(CC1)C=1C=C2C(=NC(=NC2=CC1OC)C)N[C@H](C)C=1C=C(C=C(C1)C(F)(F)F)NC(C)=O)=O